S(=O)(=O)([O-])CS(=O)(=O)[O-].S(=O)(=O)([O-])CS(=O)(=O)[O-].[Cu+4] copper bismethionate